8-(5-Chloro-3-methylpyridin-2-yl)-9-(4-((1-(3-fluoropropyl)azetidin-3-yl)methyl)phenyl)-6,7-dihydro-5H-benzo[7]annulen ClC=1C=C(C(=NC1)C=1CCCC2=C(C1C1=CC=C(C=C1)CC1CN(C1)CCCF)C=CC=C2)C